(S)-1-[(S)-1-({(S)-3-[(4,4-Difluoro-1-piperidyl)methyl]-8-methyl-1,5-dioxa-9-aza-9-spiro[5.5]undecyl}carbonyl)-3-methylbutyl]-3-isobutyl-2-piperazinone FC1(CCN(CC1)CC1COC2(OC1)C[C@@H](N(CC2)C(=O)[C@H](CC(C)C)N2C([C@@H](NCC2)CC(C)C)=O)C)F